bis(2-butyloctyl)10-[[1-[2-[tert-butyl(dimethyl)silyl]oxyethyl]-4-piperidyl]methyl-chlorocarbonyl-amino]nonadecanedioate C(CCC)C(COC(CCCCCCCCC(CCCCCCCCC(=O)OCC(CCCCCC)CCCC)N(C(=O)Cl)CC1CCN(CC1)CCO[Si](C)(C)C(C)(C)C)=O)CCCCCC